ClC1=C(C=C(C(=C1)F)C(=O)N[C@@H](CO)C1=CC=CC=C1)C(=O)NC1=C(C=C(C=C1)C(F)(F)F)C 4-chloro-6-fluoro-N1-[(1R)-2-hydroxy-1-phenylethyl]-N3-[2-methyl-4-(trifluoromethyl)phenyl]benzene-1,3-dicarboxamide